BrC1=CC=C(OC2OCCCC2)C=C1 2-(4-bromophenoxy)tetrahydropyran